5-(2-bromo-4-fluorobenzyl)-N-methoxy-N-methyl-1-(tetrahydro-2H-pyran-2-yl)-1H-pyrazole-4-carboxamide BrC1=C(CC2=C(C=NN2C2OCCCC2)C(=O)N(C)OC)C=CC(=C1)F